C(C)N(CCN[Si](C)(C)CC)CC [2-(diethylamino)ethyl](ethyldimethylsilyl)amine